C(C)(C)OC=1C=C(C(=O)C2=CC=C(C=C2)OC(C)C)C=C(C1)OC(C)C 3,4',5-triisopropoxybenzophenone